OCCCCC(C(=O)[O-])(CC)O (3R)-hydroxybutyl-(3R)-hydroxybutyrate